C1(CCCC1)C1=NC=2C(=NC=CC2C2CCN(CC2)C(=O)C2=CC=C(C=C2)OC(F)(F)F)N1 [4-(2-cyclopentyl-3H-imidazo[4,5-b]pyridin-7-yl)-1-piperidyl]-[4-(trifluoromethoxy)phenyl]methanone